NC(CCC1CC1)(C1=CC=NC=C1)C=1C=CC(=C(C1)NC(=O)[C@@H]1NC[C@H](C1)C)F (2r,4s)-N-(5-(1-amino-3-cyclopropyl-1-(pyridin-4-yl)propyl)-2-fluorophenyl)-4-methylpyrrolidine-2-carboxamide